(3R)-3-(4-chlorophenyl)-2-[(4-chlorophenyl)methyl]-3-{[3-(hydroxymethyl)oxetan-3-yl]methoxy}-6-(2-hydroxyprop-2-yl)-2,3-dihydro-1H-isoindol-1-one ClC1=CC=C(C=C1)[C@@]1(N(C(C2=CC(=CC=C12)C(C)(C)O)=O)CC1=CC=C(C=C1)Cl)OCC1(COC1)CO